N'-(1-phenyl-9H-pyrido[3,4-b]indole-3-carbonyl)-[1,1'-biphenyl]-4-sulfonohydrazide C1(=CC=CC=C1)C1=NC(=CC2=C1NC1=CC=CC=C21)C(=O)NNS(=O)(=O)C2=CC=C(C=C2)C2=CC=CC=C2